C(#N)C1CCC(CC1)C(=O)O p-cyanocyclohexanecarboxylic acid